ClC=1C=C(C(=O)N[C@@H](C)C2=NC(=NO2)C2=CC(=NC=C2)C2CCC2)C=CC1 (S)-3-chloro-N-(1-(3-(2-cyclobutylpyridin-4-yl)-1,2,4-oxadiazol-5-yl)ethyl)benzamide